CS(=O)(=O)C1=CC=C(OCC=O)C=C1 2-(4-methylsulfonylphenoxy)ethan-1-one